3-(N-phenylamino)propyl-tripropoxysilane C1(=CC=CC=C1)NCCC[Si](OCCC)(OCCC)OCCC